The molecule is a flavonoid oxoanion resulting from the deprotonation of the hydroxy group at position 7 of myricetin 3-O-[beta-D-glucosyl-(1->2)-alpha-L-rhamnoside]. The major species at pH 7.3. It is a conjugate base of a myricetin 3-O-[beta-D-glucosyl-(1->2)-alpha-L-rhamnoside]. C[C@H]1[C@@H]([C@H]([C@H]([C@@H](O1)OC2=C(OC3=CC(=CC(=C3C2=O)O)O)C4=CC(=C(C(=C4)O)[O-])O)O[C@H]5[C@@H]([C@H]([C@@H]([C@H](O5)CO)O)O)O)O)O